3-((6-((2-Methyl-4-phenylthiazol-5-yl)oxy)pyrimidin-4-yl)amino)benzenesulfonamide CC=1SC(=C(N1)C1=CC=CC=C1)OC1=CC(=NC=N1)NC=1C=C(C=CC1)S(=O)(=O)N